2-(5-(2-fluoro-6-methoxyphenyl)-1H-pyrazolo[3,4-c]pyridin-3-yl)-4-(4-methyl-3-oxopiperazin-1-yl)benzamide FC1=C(C(=CC=C1)OC)C=1C=C2C(=CN1)NN=C2C2=C(C(=O)N)C=CC(=C2)N2CC(N(CC2)C)=O